C(C1=CC=CC=C1)O[C@@H]1[C@@H](C(C1)=O)C |r| (±)-(2S,3S)-3-benzyloxy-2-methyl-cyclobutanone